butyl 3,5-di-tert-butyl-4-hydroxybenzoate C(C)(C)(C)C=1C=C(C(=O)OCCCC)C=C(C1O)C(C)(C)C